2-(1-(4-(2,4-dioxotetrahydropyrimidin-1(2H)-yl)-3-fluorophenyl)piperidin-4-yl)acetaldehyde O=C1N(CCC(N1)=O)C1=C(C=C(C=C1)N1CCC(CC1)CC=O)F